[SiH3][B-]([SiH3])([SiH3])[SiH3] Tetrasilylborate